N-(3-acetoxy-4-hydroxy-5-(4-chlorophenyl)-2-furyl)-2-pyrrolidone C(C)(=O)OC1=C(OC(=C1O)C1=CC=C(C=C1)Cl)N1C(CCC1)=O